C(C)(C)(C)C=1C=C(CC(C(=O)O)(C(=O)O)CCCC)C=C(C1O)C(C)(C)C 2-(3,5-di-tert-butyl-4-hydroxybenzyl)-2-n-butylmalonic acid